C(=O)(N(C(C(F)(F)F)=O)[Si](C)(C)C)N(C(C(F)(F)F)=O)[Si](C)(C)C N,N'-carbonylbis(2,2,2-trifluoro-N-(trimethylsilyl)acetamide)